FC=1C(=C(C=CC1F)[C@H]1[C@@H](O[C@]([C@@H]1CC)(C(F)(F)F)C)C(=O)NC1=CC(=NC=C1)C(=O)N)OC (2R,3S,4R,5R)-4-[[3-(3,4-difluoro-2-methoxy-phenyl)-4-ethyl-5-methyl-5-(trifluoromethyl)tetrahydrofuran-2-carbonyl]amino]pyridine-2-carboxamide